C(CCCCCC)C1=CC=C(C=C1)\C=C/C(=O)C1=C(OCC(=O)O)C=C(C=C1)O\C(=C/C)\CC 2-[2-[(Z)-3-(4-Heptylphenyl)prop-2-enoyl]-5-[(Z)-pent-2-en-3-yl]oxyphenoxy]acetic acid